((5-nitro-1-(phenylsulfonyl)-1H-pyrrolo[2,3-b]pyridin-4-yl)amino)pyrrolidine-1-carboxylic acid tertButyl ester C(C)(C)(C)OC(=O)N1C(CCC1)NC1=C2C(=NC=C1[N+](=O)[O-])N(C=C2)S(=O)(=O)C2=CC=CC=C2